FC1=C(C(=CC2=CN(N=C12)C)C1=NC2=CC=C(C=C2C(=N1)C(NC)=O)N1C[C@H](N([C@H](C1)C)C(=O)OC(C)(C)C)C)OCOC tert-butyl (2R,6S)-4-{2-[7-fluoro-6-(methoxymethoxy)-2-methylindazol-5-yl]-4-(methylcarbamoyl)quinazolin-6-yl}-2,6-dimethylpiperazine-1-carboxylate